C(C1=C(C=CC(=C1C([2H])([2H])[2H])CS)CS)([2H])([2H])[2H] (2,3-bis(methyl-d3)-1,4-phenylene)dimethyl mercaptan